5-(1-benzyl-1H-pyrazol-4-yl)-4-(1H-imidazol-1-yl)-1-methyl-pyridin-2(1H)-one C(C1=CC=CC=C1)N1N=CC(=C1)C=1C(=CC(N(C1)C)=O)N1C=NC=C1